N1=C(C=CC=C1)C#CC1=NNC2=CC=C(C=C12)CC1=CC(=C(C(=C1)F)F)F 3-(pyridin-2-ylethynyl)-5-(3,4,5-trifluorobenzyl)-1H-indazole